4-amino-3-((oxetan-2-ylmethyl)amino)benzene NC1=C(C=CC=C1)NCC1OCC1